2-{[(1S)-1-(4-{4-[(1-acryloylazetidin-3-yl)(methyl)amino]tetrahydro-2H-pyran-4-yl}phenyl)ethyl]amino}-8-(propan-2-yl)pyrido[2,3-d]pyrimidin-7(8H)-on C(C=C)(=O)N1CC(C1)N(C1(CCOCC1)C1=CC=C(C=C1)[C@H](C)NC=1N=CC2=C(N1)N(C(C=C2)=O)C(C)C)C